CCCCC1=NC2(CCCC2)C(=O)N1CC3=CC=C(C=C3)C4=CC=CC=C4C5=NNN=N5 The molecule is a biphenylyltetrazole that is an angiotensin II receptor antagonist used mainly for the treatment of hypertension. It has a role as an antihypertensive agent, an angiotensin receptor antagonist, an environmental contaminant and a xenobiotic. It is a biphenylyltetrazole and an azaspiro compound.